(3-((4-amino-6-(2-hydroxyethoxy)-1H-pyrazolo[3,4-d]pyrimidin-1-yl)methyl)-5-methoxybenzyl)(methyl)phosphinic acid NC1=C2C(=NC(=N1)OCCO)N(N=C2)CC=2C=C(CP(O)(=O)C)C=C(C2)OC